ethyl 2-amino-4-(fluoromethyl)cyclopent-1-ene-1-carboxylate NC1=C(CC(C1)CF)C(=O)OCC